COC([C@@H](N[C@@H]1C[C@H](C1)CCC1=NC=2NCCCC2C=C1)CCO)=O (trans-3-(2-(5,6,7,8-tetrahydro-1,8-naphthyridin-2-yl)ethyl)cyclobutyl)homoserine methyl ester